Cl.FC(CN1N=CC=2C1=CN=C(C2)[C@@H](C)N)(C)F (R)-1-(1-(2,2-difluoropropyl)-1H-pyrazolo[3,4-c]pyridin-5-yl)ethan-1-amine hydrochloride